bis(methylimino)bis(dimethylamino)tungsten CN=[W](N(C)C)(N(C)C)=NC